N=1N(N=CC1)C1=NC=CC(=N1)OC1=CC=C(C=C1)C(C)(C)C1=CC=C(OC2CC(C2)NC=2C=C3CN(CC3=CC2)C2C(NC(CC2)=O)=O)C=C1 5-(((1r,3r)-3-(4-(2-(4-((2-(2H-1,2,3-triazol-2-yl)pyrimidin-4-yl)oxy)phenyl)propan-2-yl)phenoxy)cyclobutyl)amino)-2-(2,6-dioxopiperidin-3-yl)isoindoline